ClC1=NC=C(C(=N1)N1N=CC2=CC(=CC=C12)N)C(F)(F)F (2-chloro-5-(trifluoromethyl)pyrimidin-4-yl)-1h-indazol-5-amine